CC1(OB(OC1(C)C)C1=CC=C(C=C1)C(C)N1CCCC1)C 1-(1-(4-(4,4,5,5-tetramethyl-1,3,2-dioxaborolan-2-yl)phenyl)Ethyl)pyrrolidine